F[C@H]1[C@@H](CN(CC1)C1=NC=2C(=NC=C(C2)F)N1CC=1SC(=NN1)C)N (3R,4R)-4-Fluoro-1-(6-fluoro-3-((5-methyl-1,3,4-thiadiazol-2-yl)methyl)-3H-imidazo[4,5-b]pyridin-2-yl)piperidin-3-amin